ClC=1C(=C(C=CC1F)[C@H](NC(=O)[C@H]1NC(NC1)=O)C=1C=NC(=C(C1)F)OC(F)F)F |o1:8| (S)-N-((R or S)-(3-chloro-2,4-difluorophenyl)(6-(difluoromethoxy)-5-fluoropyridin-3-yl)methyl)-2-oxoimidazolidine-4-carboxamide